C(C1=CC=CC=C1)OC(CCCCCCC(C(=O)O)([2H])[2H])=O 9-(benzyloxy)-9-oxononanoic acid-d2